nickel azobarbituric acid N(=NC1C(NC(NC1=O)=O)=O)C1C(NC(NC1=O)=O)=O.[Ni]